C1C(CC12C=CC2)C(=O)[O-] spiro[3.3]hept-5-ene-2-carboxylate